N,N-bis(hydroxyethyl)xylidine OCCN(C1=C(C(=CC=C1)C)C)CCO